N-(4-(N,N-bis(4-methoxybenzyl)sulfamoyl)-2-(4-cyanobenzyl)-2H-indazol-6-yl)-2-(2-chlorophenyl)acetamide COC1=CC=C(CN(S(=O)(=O)C=2C3=CN(N=C3C=C(C2)NC(CC2=C(C=CC=C2)Cl)=O)CC2=CC=C(C=C2)C#N)CC2=CC=C(C=C2)OC)C=C1